N-(2-fluoro-4-(7-oxo-7,8-dihydro-1,8-naphthyridin-4-yl)benzyl)sulfamide FC1=C(CNS(=O)(=O)N)C=CC(=C1)C1=CC=NC=2NC(C=CC12)=O